Cl.BrC1=CC(=C2C(=CN=NC2=C1)O)F 7-BROMO-5-FLUOROCINNOLIN-4-OL HYDROCHLORIDE